2-[7-chloro-8-fluoroimidazo[1,5-a]pyridin-3-yl]-1-[[2-(trimethylsilyl)ethoxy]methyl]imidazole ClC1=C(C=2N(C=C1)C(=NC2)C=2N(C=CN2)COCC[Si](C)(C)C)F